1-N-[4-(7-chloropyrido[4,3-d]pyrimidin-4-yl)oxyphenyl]-1-N'-(4-fluorophenyl)cyclopropane-1,1-dicarboxamide ClC1=CC=2N=CN=C(C2C=N1)OC1=CC=C(C=C1)NC(=O)C1(CC1)C(=O)NC1=CC=C(C=C1)F